4,4-Difluoro-N-((5-fluorobenzofuran-6-yl)methyl)cyclohexan-1-amine FC1(CCC(CC1)NCC1=CC2=C(C=CO2)C=C1F)F